(4-((1-(3-amino-2-methoxyphenyl)ethyl)amino)-6-methoxy-2-methylquinazolin-7-yl)(morpholino)methanone NC=1C(=C(C=CC1)C(C)NC1=NC(=NC2=CC(=C(C=C12)OC)C(=O)N1CCOCC1)C)OC